ethylaminotrimethyl-silane C(C)N[Si](C)(C)C